ClC=1C(=NN2C1CN(C1=C2C=CN=C1)C)C chloro-2,5-dimethyl-4,5-dihydropyrazolo[1,5-a]pyrido[3,4-e]pyrazine